NC1=C(C=C(C=C1)C(=O)O)C(=O)O 1-amino-benzene-2,4-dicarboxylic acid